3-(7-bromo-4-fluoroindol-1-yl)butan-2-yl N-[(3-hydroxy-4-methoxypyridin-2-yl)carbonyl]-L-alaninate OC=1C(=NC=CC1OC)C(=O)N[C@@H](C)C(=O)OC(C)C(C)N1C=CC2=C(C=CC(=C12)Br)F